nonafluorobutanesulfonate FC(C(C(C(S(=O)(=O)[O-])(F)F)(F)F)(F)F)(F)F